methyl-21-chloropregna-1,4-diene-3,20-dione CC(C([C@H]1CC[C@H]2[C@@H]3CCC4=CC(C=C[C@]4(C)[C@H]3CC[C@]12C)=O)=O)Cl